ClC=1C(=C(C(=CC1N1CC(CC1)(CN(C)C)C(F)F)F)S(=O)(=O)N(C1=NC(=CC=C1)F)CC1=C(C=C(C=C1)OC)OC)F 3-chloro-4-[3-(difluoromethyl)-3-[(dimethylamino)methyl]pyrrolidin-1-yl]-N-[(2,4-dimethoxyphenyl)methyl]-2,6-difluoro-N-(6-fluoro-2-pyridyl)benzenesulfonamide